C(=O)(OC(C)(C)C)C=1NC2=CC=CC=C2C1C=O Boc-indole-3-carbaldehyde